CC(C)C1=CC=CC=C1C2=CC=CC=C2C(C)C diisopropyl-1,1'-biphenyl